m-chlorobenzoic acid ClC=1C=C(C(=O)O)C=CC1